2-(4-chlorophenyl)-2-(pyridin-2-yl)ethan-1-amine ClC1=CC=C(C=C1)C(CN)C1=NC=CC=C1